4-(2-pyridyl)aniline N1=C(C=CC=C1)C1=CC=C(N)C=C1